5-[3-(4-fluorophenoxy)pyrrolidine-1-carbonyl]-6-methyl-N-(1-methylcyclopropyl)furo[2,3-d]pyrimidin-4-amine FC1=CC=C(OC2CN(CC2)C(=O)C2=C(OC=3N=CN=C(C32)NC3(CC3)C)C)C=C1